C(\C=C/C(=O)O)(=O)O.C(\C=C/C(=O)O)(=O)O.C(\C=C/C(=O)O)(=O)O.C(\C=C/C(=O)O)(=O)O.OCC(CO)(CO)CO pentaerythritol tetramaleate